N-(3-aminophenyl)-3-fluoro-N-((4-(5-(trifluoromethyl)pyridin-2-yl)bicyclo[2.2.2]octan-1-yl)methyl)bicyclo[1.1.1]pentane-1-carboxamide NC=1C=C(C=CC1)N(C(=O)C12CC(C1)(C2)F)CC21CCC(CC2)(CC1)C1=NC=C(C=C1)C(F)(F)F